N-tert-butyl-6-chloro-3-[[(1R)-1-(3-isoxazol-4-yl-6-methyl-4-oxo-2-phenyl-benzopyran-8-yl)ethyl]amino]pyridine-2-sulfonamide C(C)(C)(C)NS(=O)(=O)C1=NC(=CC=C1N[C@H](C)C1=CC(=CC=2C(C(=C(OC21)C2=CC=CC=C2)C=2C=NOC2)=O)C)Cl